CC=1C=CC=2N(N1)C(=C(N2)C=2C=NC(=CC2)N2CCOCC2)C(=O)N[C@@H]2C(NC1=C(C(=N2)C2=CC=CC=C2)C=CC=C1)=O 6-Methyl-2-(6-morpholin-4-ylpyridin-3-yl)-N-[(3S)-2-oxo-5-phenyl-1,3-dihydro-1,4-benzodiazepin-3-yl]imidazo[1,2-b]pyridazine-3-carboxamide